ClC=1C(NN=CC1N1C[C@@H](CC1)OC1=NC=CC(=C1)C1C(CNCC1)C)=O 4-chloro-5-((3R)-3-((4-(3-methylpiperidin-4-yl)pyridin-2-yl)oxy)pyrrolidin-1-yl)pyridazin-3(2H)-one